N-tert-butyl-2-({2-[1-(2-hydroxyethyl)-1H-imidazol-5-yl]-5H,6H,7H-cyclopenta[d]pyrimidin-4-yl}(methyl)amino)acetamide C(C)(C)(C)NC(CN(C)C=1C2=C(N=C(N1)C1=CN=CN1CCO)CCC2)=O